BrC1=CC=CC(=N1)C(=O)N(CC)CCC=C 6-bromo-N-(3-buten-1-yl)-N-ethylpyridinecarboxamide